2,5-Difluoro-4-(4,4,5,5-tetramethyl-1,3-dioxaborolane-2-yl)aniline FC1=C(N)C=C(C(=C1)B1OC(C(O1)(C)C)(C)C)F